N-ethyl-4-morpholino-2-(3-phenyl-1H-pyrazol-1-yl)furo[3,2-d]pyrimidine-6-carboxamide C(C)NC(=O)C1=CC=2N=C(N=C(C2O1)N1CCOCC1)N1N=C(C=C1)C1=CC=CC=C1